Methyl (1S*,4R*,6R*)-3-(2-phenylacetyl)-6-(2-(trifluoromethyl)phenyl)-2-oxa-3,5-diazabicyclo[2.2.2]oct-7-ene-5-carboxylate C1(=CC=CC=C1)CC(=O)N1O[C@@H]2[C@H](N([C@H]1C=C2)C(=O)OC)C2=C(C=CC=C2)C(F)(F)F |o1:11,12,14|